C(C)N(CC(=O)NC(C)C)C1=C(C=C(C=C1)F)C=O 2-[ETHYL(4-FLUORO-2-FORMYLPHENYL)AMINO]-N-(PROPAN-2-YL)ACETAMIDE